(1,2-cyclohexanediamine) sulfate platinum (II) [Pt+2].S(=O)(=O)([O-])[O-].C1(C(CCCC1)N)N